C(C1=CC=CC=C1)OC(=O)C=1C(NC(NC1C)=O)C=1SC=CC1 6-methyl-2-oxo-4-thiophen-2-yl-1,2,3,4-tetrahydropyrimidine-5-carboxylic acid benzyl ester